2-(3,4-dimethoxyphenyl)-3-methyl-5-(1-(pyridin-3-ylmethyl)piperidin-4-yl)-1H-indole COC=1C=C(C=CC1OC)C=1NC2=CC=C(C=C2C1C)C1CCN(CC1)CC=1C=NC=CC1